Tert-Butyl ((S)-(7-((S*)-1-(2-(3,3-difluorocyclobutyl)acetamido)-2-methylallyl)imidazo[1,2-b]pyridazin-2-yl)(4,4-difluorocyclohexyl)methyl)carbamate FC1(CC(C1)CC(=O)N[C@@H](C(=C)C)C1=CC=2N(N=C1)C=C(N2)[C@H](C2CCC(CC2)(F)F)NC(OC(C)(C)C)=O)F |o1:9|